O1C2=C(OCC1)C=C(C=C2)C=2C=NC(=C(C(=O)NC1=CC(=CC=C1)[S@](=SC)(=O)N)C2C)OC=2C(=NC(=CC2)F)C (R)-5-(2,3-Dihydrobenzo[b][1,4]dioxin-6-yl)-2-((6-fluoro-2-methylpyridin-3-yl)oxy)-4-methyl-N-(3-(S-methylamino-thiosulfonyl)phenyl)nicotinamide